C1(=CC=CC=C1)C(=NC1=C2CCC2=C(C=2CCC12)F)C1=CC=CC=C1 N-(diphenylmethylene)-7-fluorotricyclo[6.2.0.03,6]deca-1,3(6),7-trien-2-amine